COC(=O)C1=CC=C2C(C(N(C2=C1C)CC1=CSC=C1)=O)(C)C 3,3,7-trimethyl-2-oxo-1-(thiophen-3-ylmethyl)indoline-6-carboxylic acid methyl ester